NC(C(=O)O)C 2-aminopropanoic Acid